C1(CC1)CCC=1N(C=2C(=C3CC[C@@H](NC3=CC2)C)N1)CCN1CCOCC1 (7S)-2-(2-Cyclopropylethyl)-7-methyl-3-[2-(morpholin-4-yl)ethyl]-3H,6H,7H,8H,9H-imidazo[4,5-f]chinolin